S1CC=CN2CN=CC3=CC=CC1=C23 2H,6H-[1,4]thiazepino[2,3,4-ij]quinazoline